(E)-1-bromo-5-methylhex-3-ene BrCC\C=C\C(C)C